FC(S(=O)(=O)O)F difluoromethanesulfonic acid